1-butyl-3-vinylimidazole bisulfate S(O)(O)(=O)=O.C(CCC)N1CN(C=C1)C=C